(1R,3S,4S)-2-benzyl-2-azabicyclo[2.2.1]heptane-3-carboxylic acid ethyl ester C(C)OC(=O)[C@H]1N([C@@H]2CC[C@H]1C2)CC2=CC=CC=C2